2-Naphthyl-trifluoromethanesulfonat C1=C(C=CC2=CC=CC=C12)OS(=O)(=O)C(F)(F)F